Methyl 2,2'-bithiophene-5-carboxylate S1C(=CC=C1C(=O)OC)C=1SC=CC1